5-(pyridazin-3-yl)-N-(3-(6-(trifluoromethoxy)-1H-benzo[d]imidazol-2-yl)phenyl)pyrimidin-2-amine N1=NC(=CC=C1)C=1C=NC(=NC1)NC1=CC(=CC=C1)C1=NC2=C(N1)C=C(C=C2)OC(F)(F)F